1-(4-(2-amino-9-chloro-10-oxo-10H-chromeno[3,2-b]pyridin-3-yl)phenyl)piperidine-4-carbaldehyde NC1=C(C=C2C(=N1)C(C=1C(=CC=CC1O2)Cl)=O)C2=CC=C(C=C2)N2CCC(CC2)C=O